C(C)(C)(C)OC(=O)N1C(CCCC1)C(NCC(C1=CC=CC=C1)=O)=O tert-butyl-2-((2-oxo-2-phenylethyl)carbamoyl)piperidine-1-carboxylate